FC1=C(C=C2C=CN(C(C2=C1)=O)CCC[C@H](C)NC=1C=NNC(C1C(F)(F)F)=O)C=1OC=C(N1)C(F)(F)F (S)-7-fluoro-2-(4-((6-oxo-5-(trifluoromethyl)-1,6-dihydropyridazin-4-yl)amino)pentyl)-6-(4-(trifluoromethyl)oxazol-2-yl)isoquinolin-1(2H)-one